N-(6,6-dimethyloxan-3-yl)-1-(2-methoxy-4-methylphenyl)pyrido[3,4-d]pyridazin-4-amine CC1(CCC(CO1)NC=1N=NC(=C2C1C=NC=C2)C2=C(C=C(C=C2)C)OC)C